C(C)(C)C1=C(NC2=CC=C(C=C12)C1CCN(CC1)CC(=O)N)C=1C2=C(C(N(C1)C)=O)SC=C2 2-(4-(3-isopropyl-2-(6-methyl-7-oxo-6,7-dihydrothieno[2,3-c]pyridin-4-yl)-1H-indol-5-yl)piperidin-1-yl)acetamide